1-[1-[3-fluoro-4-(2-hydroxyethylamino)phenyl]pyrazol-3-yl]-3-[(4S)-8-chlorochroman-4-yl]urea FC=1C=C(C=CC1NCCO)N1N=C(C=C1)NC(=O)N[C@H]1CCOC2=C(C=CC=C12)Cl